tert-butyl (R)-3-methyl-4-(4-nitro-1-(oxetan-3-yl)-1H-pyrazol-5-yl)piperazine-1-carboxylate C[C@@H]1CN(CCN1C1=C(C=NN1C1COC1)[N+](=O)[O-])C(=O)OC(C)(C)C